FC(C(=C(C(C(F)(F)F)(F)F)F)C(F)(F)F)(F)F 1,1,1,3,4,4,5,5,5-nonafluoro-2-(trifluoromethyl)pent-2-ene